NCC1=C(C=O)C=CC(=C1)O 2-(AMINOMETHYL)-4-HYDROXYBENZALDEHYDE